ClC1=CC(=C2C(=N1)N(C(C2)=O)COCC[Si](C)(C)C)CO D-6-chloro-4-(hydroxymethyl)-1-((2-(trimethylsilyl)ethoxy)methyl)-1,3-dihydro-2H-pyrrolo[2,3-b]pyridin-2-one